ClC1=C(C(=[N+](C=C1)[O-])C)C1=C(C=C(C=C1)NC([C@@H](NC(=O)C=1C(=NOC1)COC)C1CCC(CC1)(F)F)=O)F 4-chloro-3-(4-((S)-2-(4,4-difluorocyclohexyl)-2-(3-(methoxymethyl)isoxazole-4-carboxamido)acetamido)-2-fluorophenyl)-2-methylpyridine 1-oxide